[Si](C)(C)(C(C)(C)C)OC[C@](CCCC)(C)NC1=C(C(=NC2=CC=CN=C12)NCC1=C(C=C(C=C1)OC)OC)C(=O)O (R)-4-((1-((tert-butyldimethylsilyl)oxy)-2-methylhexan-2-yl)amino)-2-((2,4-dimethoxybenzyl)amino)-1,5-naphthyridine-3-carboxylic acid